C(C)S(=O)(=O)C1CCN(CC1)C(=O)C1=CC=2C(C3=CC=CC=C3C(C2C=C1)=O)=O 2-(4-(ethyl-sulfonyl)piperidine-1-carbonyl)anthracene-9,10-dione